4,4-dimethyl-1,3-cyclohexanedione CC1(C(CC(CC1)=O)=O)C